COC(=O)C1=C(C=CC2=C1NC(=N2)C)OCC(=O)O 2-((7-(methoxycarbonyl)-2-methyl-1H-benzo[d]imidazol-6-yl)oxy)acetic acid